6-Bromo-3-fluoro-2-(((4-methoxy-3-(1-methyl-1H-1,2,4-triazol-3-yl)-5-nitrobenzyl)oxy)methyl)pyridine BrC1=CC=C(C(=N1)COCC1=CC(=C(C(=C1)[N+](=O)[O-])OC)C1=NN(C=N1)C)F